5-hydroxy-1-(2-isopropoxyethyl)-7-methoxy-2-thioxo-2,3-dihydroquinazolin-4(1H)-one OC1=C2C(NC(N(C2=CC(=C1)OC)CCOC(C)C)=S)=O